Sodium (2R,5R)-2-chloro-7-oxo-1,6-diazabicyclo[3.2.1]octan-6-yl sulfate S(=O)(=O)(ON1[C@@H]2CC[C@H](N(C1=O)C2)Cl)[O-].[Na+]